C1=2C(=CC=CC2CC1)[C@H]1[C@H](C=2C=CC(=CC2CC1)O)C1=CC=C(C=C1)N1CCC(CC1)C(OC)OC (5S,6R)-6-(bicyclo[4.2.0]octa-1(6),2,4-trien-2-yl)-5-(4-(4-(dimethoxymethyl)piperidin-1-yl)phenyl)-5,6,7,8-tetrahydronaphthalen-2-ol